4-Phenethyl-5-((6-(4-fluorophenyl)imidazo[2,1-b]thiazol-3-yl)methyl)-2,4-dihydro-3H-1,2,4-triazol C(CC1=CC=CC=C1)N1CNN=C1CC=1N2C(SC1)=NC(=C2)C2=CC=C(C=C2)F